FC1=NC=CC2=C1CC1CCC2N1C(=O)NC=1SC(=NN1)C1CCOCC1 (±)-1-Fluoro-N-(5-(tetrahydro-2H-pyran-4-yl)-1,3,4-thiadiazol-2-yl)-6,7,8,9-tetrahydro-5H-5,8-epiminocyclohepta[c]pyridine-10-carboxamide